C12(CC3CC(CC(C1)C3)C2)CN2N=CC(=C2C)C2=CC=C3C(=CC=NC3=C2C(=O)OC)NC2=C(C(=O)O)C=CC=N2 (7-(1-(adamantan-1-ylmethyl)-5-methyl-1H-pyrazol-4-yl)-8-(methoxycarbonyl)quinolin-4-ylamino)nicotinic acid